NC1=CC=CC(=N1)C1=C(C=CC2=CC=CC=C12)O 1-(6-aminopyridin-2-yl)naphthalen-2-ol